1-(5-(((3R,5R)-3-(hydroxymethyl)-5-(4-methyl-1-oxo-1,3-dihydroisobenzofuran-5-yl)piperazin-1-yl)methyl)pyridin-2-yl)-3-methyl-1H-pyrazole-4-carbonitrile OC[C@H]1CN(C[C@H](N1)C=1C(=C2COC(C2=CC1)=O)C)CC=1C=CC(=NC1)N1N=C(C(=C1)C#N)C